(S)-2-ethynyl-2'-(trifluoromethyl)-4',5'-dihydrospiro[piperidine-4,7'-thieno[2,3-c]pyran] C(#C)C1NCC[C@]2(OCCC3=C2SC(=C3)C(F)(F)F)C1